1,3-dimethyl-3-(pent-4-en-1-yloxy)benzene CC=1CC(C=CC1)(OCCCC=C)C